C(C1=CC=CC=C1)OC=1C=C2C(=C(N(C2=CC1)C1=CC(=C(C=C1)F)F)C1CCOCC1)C1(C=CCCC1)C(=O)O (5-(benzyloxy)-1-(3,4-difluorophenyl)-2-(tetrahydro-2H-pyran-4-yl)-1H-indol-3-yl)cyclohex-2-ene-1-carboxylic acid